[C@H]12CN(C[C@H](CC1)N2)C2=NC(=NC1=C(C(=C(C=C21)Cl)C2=C(C=CC=C2F)O)F)OC[C@]21CCCN1C[C@@H](C2)F 2-(4-((1R,5S)-3,8-diazabicyclo[3.2.1]octan-3-yl)-6-chloro-8-fluoro-2-(((2R,7aS)-2-fluorotetrahydro-1H-pyrrolizin-7a(5H)-yl)methoxy)quinazolin-7-yl)-3-fluorophenol